[N+](=O)([O-])C1=CC=C(C=C1)S(=O)(=O)N1CCC=2C1=NC=CC2 ((4-Nitrophenyl)sulfonyl)-2,3-dihydro-1H-pyrrolo[2,3-b]pyridine